C(N)(=O)[C@@H]1N(CCC1)C(=O)OCC1=CC=CC=C1 benzyl (R)-2-carbamoylpyrrolidine-1-carboxylate